C(C)(C)(C)C1=C(C=CC2=CC=C(C=C12)O)O tert-butyl-2,7-dihydroxynaphthalene